C1(CC1)C1=NN(C=N1)C1CC2(CN(C2)C(=O)N2CC3(C2)CC(C3)OC3=NC=NC(=C3)C(F)(F)F)C1 [6-(3-cyclopropyl-1,2,4-triazol-1-yl)-2-azaspiro[3.3]heptan-2-yl]-[6-[6-(trifluoromethyl)pyrimidin-4-yl]oxy-2-azaspiro[3.3]heptan-2-yl]methanone